C(C)C(COCC=1OC=CC1)(COCC=1OC=CC1)COCC=1OC=CC1 2,2'-(((2-ethyl-2-((furan-2-ylmethoxy)methyl)propane-1,3-diyl)bis(oxy))bis(methylene))difuran